C(COCCOCCOCCOCC#C)O 3,6,9,12-tetraoxapentadec-14-yn-1-ol